N-(5-(4-(phenylmethoxy)phenyl)-1,3,4-oxadiazol-2-yl)-2,4-dimethoxybenzamide C1(=CC=CC=C1)COC1=CC=C(C=C1)C1=NN=C(O1)NC(C1=C(C=C(C=C1)OC)OC)=O